FN1CC2=C3C(=CC=C2C=C1)N=CC=C3 2-fluoropyridoisoquinoline